4-(5-(3,5-dichlorophenyl)-5-(trifluoromethyl)-4,5-dihydroisoxazol-3-yl)benzoic acid ClC=1C=C(C=C(C1)Cl)C1(CC(=NO1)C1=CC=C(C(=O)O)C=C1)C(F)(F)F